C(=O)(O)C(CC1=NC2=C(C=CC=C2C=N1)CN(CC=1C=C(C=CC1)CC(C(=O)O)C1CNCC1)CC=1C=C(C=CC1)CC(C(=O)O)C1CNCC1)C1CNCC1 3,3'-(((((2-(2-carboxy-2-(pyrrolidin-3-yl)ethyl)quinazolin-8-yl)methyl)azanediyl)bis(methylene))bis(3,1-phenylene))bis(2-(pyrrolidin-3-yl)propanoic acid)